3-amino-N-[5-[3-(2,2-difluoro-3,3-dimethylbutoxy)phenyl]-4-(2-propan-2-ylphenyl)-1,3-thiazol-2-yl]benzenesulfonamide NC=1C=C(C=CC1)S(=O)(=O)NC=1SC(=C(N1)C1=C(C=CC=C1)C(C)C)C1=CC(=CC=C1)OCC(C(C)(C)C)(F)F